C1(=CC=CC=C1)C(C(=O)N1[C@@H]2CC([C@H]([C@H]1C(=O)O)CC2)OC2=CC=C(C=C2)[N+](=O)[O-])C2=CC=CC=C2 (1S,3S,4S)-2-(2,2-diphenyl-acetyl)-5-(4-nitrophenoxy)-2-azabicyclo[2.2.2]octane-3-carboxylic acid